N-tert-butyl-N'-ethyl-carbodiimide C(C)(C)(C)N=C=NCC